methyl (S)-2-(2,6-difluoro-4-(((R)-1,1,1-trifluorobutan-2-yl)amino) benzamido)-3-(4-(1,6-dimethyl-2-oxo-4-(trifluoromethyl)-1,2-dihydropyridin-3-yl)naphthalen-1-yl)propanoate FC1=C(C(=O)N[C@H](C(=O)OC)CC2=CC=C(C3=CC=CC=C23)C=2C(N(C(=CC2C(F)(F)F)C)C)=O)C(=CC(=C1)N[C@@H](C(F)(F)F)CC)F